tert-butyl((2-(4-fluorothiophen-2-yl)allyl)oxy)dimethylsilane C(C)(C)(C)[Si](C)(C)OCC(=C)C=1SC=C(C1)F